Bis[2-(2-pyridyl)phenyl]iridium(1+) N1=C(C=CC=C1)C1=C(C=CC=C1)[Ir+]C1=C(C=CC=C1)C1=NC=CC=C1